C(N)(O)=O.C(C)(C)(C)C(C(=O)N1CCC(CC1)CC1=CC=CC=C1)C tert-butyl-(1-(4-benzylpiperidin-1-yl)-1-oxopropane) carbamate